tert-butyl (1-(4-(2,6-dioxopiperidin-3-yl)-3-fluoro-2-methoxyphenyl)-3-methylazetidin-3-yl)carbamate O=C1NC(CCC1C1=C(C(=C(C=C1)N1CC(C1)(C)NC(OC(C)(C)C)=O)OC)F)=O